dimethyl-(prop-2-ynyl)amine CN(CC#C)C